NCCNC(=O)C1=C(C=C(C=C1)NC(=O)C=1N(C(=CN1)C1=C(C(=C(C=C1)OC)F)F)C)Cl N-[4-(2-aminoethylcarbamoyl)-3-chloro-phenyl]-5-(2,3-difluoro-4-methoxy-phenyl)-1-methylimidazole-2-carboxamide